tert-butyl (1'-(3-iodo-1-(tetrahydro-2H-pyran-2-yl)-1H-pyrazolo[3,4-b]pyrazin-6-yl)-5,7-dihydrospiro[cyclopenta[b]pyridine-6,4'-piperidin]-7-yl)carbamate IC1=NN(C2=NC(=CN=C21)N2CCC1(CC2)CC=2C(=NC=CC2)C1NC(OC(C)(C)C)=O)C1OCCCC1